FC1=C(C=CC=C1OC)C=1C=C2CCN(C(C2=CC1)=O)C=1C=CC(=C(C1)NS(=O)(=O)C)O N-(5-(6-(2-fluoro-3-methoxyphenyl)-1-oxo-3,4-dihydroisoquinolin-2(1H)-yl)-2-hydroxyphenyl)methanesulfonamide